tert-butyl (3R)-3-[(2S)-1-[(4S)-4-benzyl-2-oxo-1,3-oxazolidin-3-yl]-3-(5-bromothiophen-3-yl)-1-oxopropane-2-yl]pyrrolidine-1-carboxylate C(C1=CC=CC=C1)[C@@H]1N(C(OC1)=O)C([C@@H](CC1=CSC(=C1)Br)[C@@H]1CN(CC1)C(=O)OC(C)(C)C)=O